COC(C(=C)NC(C(=C)NC(=O)C=1N=C(SC1)N1C[C@H](N(CC1)C(=O)OC(C)(C)C)C)=O)=O tert-butyl (R)-4-(4-((3-((3-methoxy-3-oxoprop-1-en-2-yl)amino)-3-oxoprop-1-en-2-yl)carbamoyl)thiazol-2-yl)-2-methylpiperazine-1-carboxylate